2-(4',4'-dimethyl-3-(trifluoromethyl)-2',3',4',5'-tetrahydro-[1,1'-biphenyl]-4-yl)thiazol CC1(CCC(=CC1)C1=CC(=C(C=C1)C=1SC=CN1)C(F)(F)F)C